C(C)(=O)NCC(=O)O 2-Acetamidoacetic acid